Ethyl 5-hydroxy-4,4,7-trimethyl-2-oxochromane-3-carboxylate OC1=C2C(C(C(OC2=CC(=C1)C)=O)C(=O)OCC)(C)C